Azetidin-1-yl(1-((6-((2-methoxy-4-propylbenzyl)oxy)-1-methyl-3,4-dihydronaphthalen-2-yl)methyl)azetidin-3-yl)methanone N1(CCC1)C(=O)C1CN(C1)CC1=C(C2=CC=C(C=C2CC1)OCC1=C(C=C(C=C1)CCC)OC)C